C(C)(C)(C)OC(=O)N1CCC2(C(C3(CC3)CC2)=O)CC1 4-oxo-8-azadispiro[2.1.55.23]dodecane-8-carboxylic acid tert-butyl ester